3-(6-(piperazin-1-yl)pyridin-2-yl)-5-(trifluoromethyl)pyrazolo[1,5-a]pyridine N1(CCNCC1)C1=CC=CC(=N1)C=1C=NN2C1C=C(C=C2)C(F)(F)F